2-cyclohexyl-2-(3,3-diisopropyl-4-methylpentyl)-1-ethoxy-3-methoxypropane C1(CCCCC1)C(COCC)(COC)CCC(C(C)C)(C(C)C)C(C)C